7-methyl-1H-purin-6(7H)-one CN1C=NC=2N=CNC(C12)=O